2-((1-(1-oxo-1,2-dihydroisoquinolin-4-yl)ethyl)amino)acetamide O=C1NC=C(C2=CC=CC=C12)C(C)NCC(=O)N